N-(Cyclopropylmethyl)-3-methyl-6-{4-[1-(propan-2-yl)piperidin-4-yl]-1,4-diazepan-1-yl}pyridine-2-carboxamide C1(CC1)CNC(=O)C1=NC(=CC=C1C)N1CCN(CCC1)C1CCN(CC1)C(C)C